C(#N)C1=C(C=C2N(CCN(C2=C1)C1=C2C=C(C(N(C2=CC(=C1)OC)C)=O)C)C)N1CCC(CC1)C(=O)NCCO 1-(7-cyano-1-(7-methoxy-1,3-dimethyl-2-oxo-1,2-dihydro-quinolin-5-yl)-4-methyl-1,2,3,4-tetrahydroquinoxalin-6-yl)-N-(2-hydroxyethyl)piperidine-4-carboxamide